ClC1=C(C=CC(=C1)[C@@H](CN[C@H](C1=CC=CC=C1)[C@@H]1NC2=C(C=CC=C2NC1)C#N)C)CC(=O)O |o1:7| 2-(2-chloro-4-((S or R)-1-(((R)-((R)-8-cyano-1,2,3,4-tetrahydroquinoxalin-2-yl)(phenyl)methyl)amino)propan-2-yl)phenyl)acetic acid